(R)-2-bromopropanoate Br[C@@H](C(=O)[O-])C